FC1=C(C=CC=C1)C1CCN(CC1)CC=1C=C2CN(C(C2=CC1)=O)N1C(NC(CC1)=O)=O 1-(5-((4-(2-fluorophenyl)piperidin-1-yl)methyl)-1-oxoisoindolin-2-yl)dihydropyrimidine-2,4(1H,3H)-dione